P1(OC2=C(C=C(C=C2C(C)(C)C)C(C)(C)C)CCC2=C(C(=CC(=C2)C(C)(C)C)C(C)(C)C)O1)F 2,2'-ethylenebis(4,6-di-t-butylphenyl) fluorophosphite